NC1=NC(=CC(=N1)N1[C@@H](COCCC1)C1=C(C=C(C=C1)NC(C(C)(C)O)=O)Cl)C |r| (+-)-N-(4-(4-(2-amino-6-methylpyrimidin-4-yl)-1,4-oxazepan-3-yl)-3-chlorophenyl)-2-hydroxy-2-methylpropanamide